2-(triazole-2-yl)-5,6,7,8-tetrahydropyrido[4,3-d]Pyrimidine N=1N(N=CC1)C=1N=CC2=C(N1)CCNC2